(R)-6-(1-(2,3-dihydroxypropyl)-4-(4-fluorophenyl)-1H-imidazol-5-yl)imidazo[1,2-a]pyridine-3-carbonitrile O[C@H](CN1C=NC(=C1C=1C=CC=2N(C1)C(=CN2)C#N)C2=CC=C(C=C2)F)CO